rac-(1S*,2S*)-N-(4-chloro-6-methyl-1,3,5-triazin-2-yl)-2-(4-methylpyrimidin-2-yl)cyclopropane-1-carboxamide ClC1=NC(=NC(=N1)C)NC(=O)[C@@H]1[C@H](C1)C1=NC=CC(=N1)C |r|